N-(2-((2-bromocycloocta-2-en-1-yl)oxy)ethyl)-2,2,2-trifluoroacetamide BrC=1C(CCCCCC1)OCCNC(C(F)(F)F)=O